1-(4-(3-((3-chloro-4-(4,4-difluoropiperidine-1-carbonyl)phenyl)amino)azetidin-1-yl)piperidin-1-yl)-2-(3-chlorophenyl)-3,3,3-trifluoro-2-hydroxypropan-1-one ClC=1C=C(C=CC1C(=O)N1CCC(CC1)(F)F)NC1CN(C1)C1CCN(CC1)C(C(C(F)(F)F)(O)C1=CC(=CC=C1)Cl)=O